2,2,5-trimethyl-5-(4,4,4-trifluorobutyl)pyrrolidine CC1(NC(CC1)(CCCC(F)(F)F)C)C